ClC=1C(=CC(=C(C1)S(=O)(=O)NC=1SC=CN1)F)N[C@H](CN1CC(C1)(F)F)C1=CC=CC=C1 (S)-5-chloro-4-((2-(3,3-difluoroazetidin-1-yl)-1-phenylethyl)amino)-2-fluoro-N-(thiazol-2-yl)benzenesulfonamide